Cl.COCCC(=O)N 3-methoxypropionamide hydrochloride